NC1=NC(=C(C(=C1)[N+](=O)[O-])[N+](=O)[O-])N 2,6-diamino-4,5-dinitropyridine